3-(5-fluoro-7-(hydroxymethyl)-2,3-dihydrobenzofuran-4-yl)piperidine-2,6-dione FC=1C=C(C2=C(CCO2)C1C1C(NC(CC1)=O)=O)CO